N=1C=C(N2N=CC=CC21)C2=CC=CC(=N2)N 6-imidazo[1,2-b]pyridazin-3-yl-pyridin-2-amine